methylsilylethyl-triethoxysilane tert-butyl-3-(2,3-dichloro-6-fluorophenyl)-3-(8-fluoro-3-methyl-4-oxo-3,4-dihydro-6-quinazolinylamino)-1-pyrrolidinecarboxylate C(C)(C)(C)OC(=O)N1CC(CC1)(NC=1C=C2C(N(C=NC2=C(C1)F)C)=O)C1=C(C(=CC=C1F)Cl)Cl.C[SiH2]CC[Si](OCC)(OCC)OCC